5-amino-3-[4-[[(2-methoxybenzoyl)amino]methyl]phenyl]-1-(m-tolyl)pyrazole-4-carboxamide NC1=C(C(=NN1C=1C=C(C=CC1)C)C1=CC=C(C=C1)CNC(C1=C(C=CC=C1)OC)=O)C(=O)N